1-(4-cyanophenyl)-4-phenyl-1H-1,2,3-triazole C(#N)C1=CC=C(C=C1)N1N=NC(=C1)C1=CC=CC=C1